4-{4-[phenyl(pyridin-3-yl)methyl]piperazine-1-carbonyl}pyridin-2-ol C1(=CC=CC=C1)C(N1CCN(CC1)C(=O)C1=CC(=NC=C1)O)C=1C=NC=CC1